((S)-1-(methyl((S)-2-(4-nitrophenyl)-1-(2-(thiophen-2-yl)thiazol-4-yl)ethyl)amino)-1-oxo-3-phenylpropan-2-yl)carbamate CN(C([C@H](CC1=CC=CC=C1)NC([O-])=O)=O)[C@@H](CC1=CC=C(C=C1)[N+](=O)[O-])C=1N=C(SC1)C=1SC=CC1